2-methyl-4H-pyrrolo[2,3-d]thiazole-5-carboxylic acid CC=1SC2=C(N1)NC(=C2)C(=O)O